1-[6-[6-[(6-methylpyridazin-3-yl)amino]imidazo[4,5-c]pyridin-3-yl]-2-[3-methyl-1-(2,2,2-trifluoroethyl)pyrazol-4-yl]-3-pyridyl]ethanol CC1=CC=C(N=N1)NC1=CC2=C(C=N1)N(C=N2)C2=CC=C(C(=N2)C=2C(=NN(C2)CC(F)(F)F)C)C(C)O